2-((4-methoxybenzyl)amino)benzonitrile COC1=CC=C(CNC2=C(C#N)C=CC=C2)C=C1